COC(=O)N1[C@H](CCC2=C(C=CC=C12)OC)C (S)-5-methoxy-2-methyl-3,4-dihydroquinoline-1(2H)-carboxylic acid methyl ester